Isopropyl-pyridine-2,3-diamine C(C)(C)C1=C(C(=NC=C1)N)N